NC1=C2C(=NC=N1)N(N=C2C2=CC=C(C=C2)OC2=CC=CC=C2)C2CCN(CC2)C(=O)N2CCC(CC2)C=2C=C1C(N(C(C1=CC2)=O)C2C(NC(CC2)=O)=O)=O 5-(1-(4-(4-amino-3-(4-phenoxyphenyl)-1H-pyrazolo[3,4-d]pyrimidin-1-yl)piperidine-1-carbonyl)piperidin-4-yl)-2-(2,6-dioxopiperidin-3-yl)isoindoline-1,3-dione